tert-butyl methyl((1S,3R)-3-((6-(1-methyl-1H-pyrazol-4-yl)pyrazolo[1,5-a]pyrazin-4-yl)oxy)cyclohexyl)carbamate CN(C(OC(C)(C)C)=O)[C@@H]1C[C@@H](CCC1)OC=1C=2N(C=C(N1)C=1C=NN(C1)C)N=CC2